1,1,3,3-tetrafluoropropane-2-ol FC(C(C(F)F)O)F